CN1C(CCC2=CC(=NC=C12)C=1C=NC=CC1)=O 1-Methyl-6-pyridin-3-yl-3,4-dihydro-1H-[1,7]naphthyridin-2-one